CN(C)CC1=CC=C(C=C1)C#CC=1C=CC(=C(N)C1)C 5-((4-((Dimethylamino)methyl)phenyl)ethynyl)-2-methylaniline